[Pd](Cl)Cl.C(#N)C1=C(C=CC=C1)C#N dicyanobenzene palladium chloride